O=C1NNC2=CC(=CC=C12)C(=O)O 3-oxo-2,3-dihydro-1H-indazole-6-carboxylic acid